[2H]C(C1=NN2C(S1)=NC(=C2C=O)C(F)(F)F)(OC)[2H] [2-[dideuterio(methoxy)methyl]-6-(trifluoromethyl)imidazo[2,1-b][1,3,4]thiadiazol-5-yl]methanone